FC1=CC=C(C=C1)C1=NN2C(CN([C@H](C2)C)C(=O)OC(C)(C)C)=C1C1=C2C(=NC=C1)NC=C2C tert-butyl (6S)-2-(4-fluorophenyl)-6-methyl-3-(3-methyl-1H-pyrrolo[2,3-b]pyridin-4-yl)-6,7-dihydropyrazolo[1,5-a]pyrazine-5(4H)-carboxylate